Cyanomethyl-(2-{2-bromo-4-fluoro-5-[3-methyl-2,6-dioxo-4-(trifluoromethyl)-3,6-dihydropyrimidin-1(2H)-yl]phenoxy}phenoxy)acetat C(#N)COC(COC1=C(C=CC=C1)OC1=C(C=C(C(=C1)N1C(N(C(=CC1=O)C(F)(F)F)C)=O)F)Br)=O